NICKEL-IRON-MANGANESE-COPPER [Cu].[Mn].[Fe].[Ni]